C(CCCC)C(C(=O)O)CC.C(CCC)(=O)OCCCCC pentyl butanoate (amyl butyrate)